(1R,6R,8R,9R,10R,15R,18R)-8,18-bis(6-amino-9H-purin-9-yl)-9-fluoro-3,12-dihydroxy-2,4,7,11,13-pentaoxa-3λ5,12λ5-diphosphatricyclo[13.3.0.06,10]octadec-16-ene-3,12-dione NC1=C2N=CN(C2=NC=N1)[C@@H]1O[C@@H]2COP(O[C@H]3[C@@H](C=C[C@@H]3COP(O[C@H]2[C@H]1F)(=O)O)N1C2=NC=NC(=C2N=C1)N)(=O)O